3-bromo-1-(3-chloropyridin-2-yl)-N-(1-(phenylcarbamoyl)cyclopropyl)-1H-pyrazole-5-carboxamide BrC1=NN(C(=C1)C(=O)NC1(CC1)C(NC1=CC=CC=C1)=O)C1=NC=CC=C1Cl